FC1([C@@](C1)(COCOC)CN1CCC(CC1)CC#C[Si](C(C)C)(C(C)C)C(C)C)F (R)-1-((2,2-difluoro-1-((methoxymethoxy)methyl)cyclopropyl)methyl)-4-(3-(triisopropylsilyl)prop-2-yn-1-yl)piperidine